methyl 2-[5-[(4R)-5-(2-amino-5-bromo-anilino)-4-methyl-pentyl]-1-methyl-pyrazol-4-yl]-6-methyl-pyridine-4-carboxylate NC1=C(NC[C@@H](CCCC2=C(C=NN2C)C2=NC(=CC(=C2)C(=O)OC)C)C)C=C(C=C1)Br